methyl 7-methylisochromane-3-carboxylate CC1=CC=C2CC(OCC2=C1)C(=O)OC